C1(CC1)NC1CCN(CC1)C=1C2=CN(N=C2C(=C(C1)F)C(=O)NC=1C(=NC=CC1)OC)C 4-(4-(cyclopropylamino)piperidin-1-yl)-6-fluoro-N-(2-methoxypyridin-3-yl)-2-methyl-2H-indazole-7-carboxamide